C(=O)(O)C(C(P(O)(=O)O)P(O)(=O)O)CC(=O)O 2,3-dicarboxypropane-1,1-diphosphonic acid